OC(C)(C)C=1C=C(SC1)S(=O)(=O)NC(NC1=C(C=CC=2OCOC21)C2=CC=1N(C=C2)C=CN1)=O 4-(2-hydroxy-prop-2-yl)-N-((5-(imidazo[1,2-a]pyridin-7-yl)benzo[d][1,3]dioxol-4-yl)carbamoyl)thiophene-2-sulfonamide